C(#N)C=1C(=C(C=CC1)C=1C=C2C(=CC=NC2=CC1OC)OC1=CC=C(C=C1)NC(=O)C1(CC1)C(=O)NC1=CC=C(C=C1)F)F 1-N-[4-[6-(3-cyano-2-fluorophenyl)-7-methoxyquinolin-4-yl]oxyphenyl]-1-N'-(4-fluorophenyl)cyclopropane-1,1-dicarboxamide